2-dimethylamino-3-cyanomethyl-1-methyl-1,6-dihydropyrimidinium CN(C1[NH+](CC=CN1CC#N)C)C